C(=C)[Si](O[Si](O[Si](C)(C)C)(O[Si](C)(C)C)O[Si](C)(C)C)(O[Si](C)(C)C)C=C divinyltetra(trimethylsiloxy)disiloxane